C(C\C=C/CCC)=O cis-3-Heptenal